BrC1=CC=C(C(=N1)C1CN(CCC1)C(=O)OC(C)(C)C)F tertbutyl 3-(6-bromo-3-fluoro-2-pyridyl)piperidine-1-carboxylate